2-(5-fluoro-1H-pyrrolo[2,3-b]pyridin-3-yl)acetonitrile FC=1C=C2C(=NC1)NC=C2CC#N